tert-butyl 2-((tert-butoxycarbonyl)amino)-3-(1-fluorocyclopropyl)propanoate C(C)(C)(C)OC(=O)NC(C(=O)OC(C)(C)C)CC1(CC1)F